NC1=C(C(=C(C=C1)C1=CSC=2N=CN=C(C21)N)F)Cl 5-(4-amino-3-chloro-2-fluoro-phenyl)-thieno[2,3-d]pyrimidin-4-ylamine